1-(benzyloxy)-4-bromo-2-fluoro-5-nitrobenzene C(C1=CC=CC=C1)OC1=C(C=C(C(=C1)[N+](=O)[O-])Br)F